(-)-tartrate [C@H]([C@@H](C(=O)[O-])O)(C(=O)[O-])O